3-(3-(tert-butyl)-1H-pyrazol-1-yl)picolinonitrile C(C)(C)(C)C1=NN(C=C1)C=1C(=NC=CC1)C#N